COC(C1=C(C(=CC=C1)O)[N+](=O)[O-])=O.C(C)OC1C(C(C1)=O)OC 3-ethoxy-2-methoxycyclobutanone methyl-2-nitro-3-hydroxybenzoate